S1C(=CC=C1)C1C[C@H](NCC1)C1=CC=C(C(=O)[O-])C=C1 (S)-4-(4-(thiophen-2-yl)piperidin-2-yl)benzoate